2,5,7,8-tetramethyl-2-(4,8,12-trimethyltridecyl)chroman-6-ol CC1(OC2=C(C(=C(C(=C2CC1)C)O)C)C)CCCC(CCCC(CCCC(C)C)C)C